4-bromo-2-(4-tert-butylphenyl)furan BrC=1C=C(OC1)C1=CC=C(C=C1)C(C)(C)C